9,9-bis[4-(4-amino-2-trifluoromethylphenoxy)-3,5-diethylphenyl]fluorene NC1=CC(=C(OC2=C(C=C(C=C2CC)C2(C3=CC=CC=C3C=3C=CC=CC23)C2=CC(=C(C(=C2)CC)OC2=C(C=C(C=C2)N)C(F)(F)F)CC)CC)C=C1)C(F)(F)F